C(C1=CC=CC=C1)(C1=CC=CC=C1)N1CCN(CC1)C1=C(C(N(C2=CC=CC=C12)C)=O)C=O 4-(4-benzhydrylpiperazin-1-yl)-1-methyl-2-oxo-1,2-dihydroquinoline-3-carbaldehyde